2-benzyl-4-methyl-1,3,4,6,7,8,9,9a-octahydropyrazino[1,2-a]pyrazine C(C1=CC=CC=C1)N1CC2N(C(C1)C)CCNC2